(2S,3R)-1-(4-methoxybenzyl)-3-(trifluoromethyl)aziridine-2-carboxylic acid ethyl ester C(C)OC(=O)[C@H]1N([C@H]1C(F)(F)F)CC1=CC=C(C=C1)OC